C(#N)C1=CC(=C(OCC2=NC=CC(=N2)OC2CCC(CC2)CC(=O)NC2=C(C=C(C(=O)OC)C=C2)NC[C@H]2OCC2)C=C1)F Methyl (S)-4-(2-(4-((2-((4-cyano-2-fluorophenoxy)methyl)pyrimidin-4-yl)oxy)cyclohexyl)acetamido)-3-((oxetan-2-ylmethyl)amino)benzoate